COC1CC(C1)C(=O)NC=1C=CC(=NC1)C=1N=NN(C1NC(O[C@H](C)C=1C(=NC=CC1)Cl)=O)C (R)-1-(2-chloropyridin-3-yl)ethyl (4-(5-((1s,3S)-3-methoxycyclobutane-1-carboxamido)pyridin-2-yl)-1-methyl-1H-1,2,3-triazol-5-yl)carbamate